1-((5-Chloro-3-(5-methoxypyridin-2-yl)-1-methyl-1H-pyrazol-4-yl)methyl)-N-isopentylazepan-3-amine ClC1=C(C(=NN1C)C1=NC=C(C=C1)OC)CN1CC(CCCC1)NCCC(C)C